C(C)(C)(C)OC(=O)N1CC(C1)N1CCN(CC1)C(=O)OCC1=CC=CC=C1 Benzyl 4-(1-tert-butoxycarbonylazetidin-3-yl)piperazine-1-carboxylate